C1OCC12CN(CCC2)C=2OC1=C(N2)C=C(C=C1)NC(=O)C1=CC2=C(OCO2)C=C1 benzo[1,3]dioxole-5-carboxylic acid [2-(2-oxa-6-aza-spiro[3.5]non-6-yl)-benzooxazol-5-yl]-amide